C(CNC1=C(C(=C(C(=O)O)C=C1)OC)[N+](=O)[O-])NC1=C(C(=C(C(=O)O)C=C1)OC)[N+](=O)[O-] 4,4'-(Ethane-1,2-diylbis(azanediyl))bis(2-methoxy-3-nitrobenzoic acid)